FC(S(=O)(=O)OC=1C=C(C=2N(C1)N=CC2C#N)C=2C=NC(=CC2)N2CC1N(C(C2)C1)CC1=NC=C(C=C1)SC)(F)F 3-cyano-4-(6-(6-((5-(methylthio) pyridin-2-yl)methyl)-3,6-diazabicyclo[3.1.1]heptan-3-yl)pyridin-3-yl)pyrazolo[1,5-a]pyridine-6-yl trifluoromethanesulfonate